1-(2-fluoro-3-pyridyl)-6-oxo-pyridazine-3-carboxamide FC1=NC=CC=C1N1N=C(C=CC1=O)C(=O)N